(2S)-1-cyclopropyl-3-(3-methoxyphenyl)propan-2-amine C1(CC1)C[C@@H](CC1=CC(=CC=C1)OC)N